5-nonenylium oleate C(CCCCCCC\C=C/CCCCCCCC)(=O)[O-].[CH2+]CCCC=CCCC